Di-tert-butylazodicarboxylate C(C)(C)(C)OC(=O)N=NC(=O)OC(C)(C)C